N-(1-(4-chlorophenyl)-2,2,2-trifluoroethyl)-N-ethyl-1-(2-methoxyethyl)-6-oxo-1,6-dihydropyridine-3-sulfonamide ClC1=CC=C(C=C1)C(C(F)(F)F)N(S(=O)(=O)C1=CN(C(C=C1)=O)CCOC)CC